1-[6-[(1R)-1-hydroxyethyl]-2-[(6-piperazin-1-ylpyridazin-3-yl)amino]pyrido[3,4-d]pyrimidin-8-yl]piperidine-3-carboxylic acid O[C@H](C)C1=CC2=C(N=C(N=C2)NC=2N=NC(=CC2)N2CCNCC2)C(=N1)N1CC(CCC1)C(=O)O